NC=1C(N(C(=NN1)C1=C(C=C(C=C1)Br)OC)C)=O 6-Amino-3-(4-bromo-2-methoxyphenyl)-4-methyl-1,2,4-triazin-5(4H)-one